dimethylolpropane triacrylate C(C=C)(=O)O.C(C=C)(=O)O.C(C=C)(=O)O.C(O)C(C)(C)CO